CC1(C2(C(CC1CC2)=O)CS(=O)(=O)O)C.O=C2N(CC1=CC(=CC=C21)N2CCNCC2)[C@@H]2C(NC(CC2)=O)=O (S)-3-(1-oxo-5-(piperazin-1-yl)isoindolin-2-yl)piperidine-2,6-dione (7,7-dimethyl-2-oxobicyclo[2.2.1]heptan-1-yl)methanesulfonate